4-bromo-4'-[(dimethylamino)methyl]-N-[(4-methoxy-6-methyl-2-oxo-1H-pyridin-3-yl)methyl]-7-methylspiro[1,3-benzodioxole-2,1'-cyclohexane]-6-carboxamide BrC1=CC(=C(C=2OC3(CCC(CC3)CN(C)C)OC21)C)C(=O)NCC=2C(NC(=CC2OC)C)=O